4-(5-methyl-1,2,4-oxadiazol-3-yl)benzoyl chloride CC1=NC(=NO1)C1=CC=C(C(=O)Cl)C=C1